N-(5-((4-([1,1'-biphenyl]-3-yl)-5-chloropyrimidin-2-yl)amino)pyridin-3-yl)-9-(3-((2-(2,6-dioxopiperidin-3-yl)-1,3-dioxoisoindolin-4-yl)oxy)propanamido)nonanamide C1(=CC(=CC=C1)C1=NC(=NC=C1Cl)NC=1C=C(C=NC1)NC(CCCCCCCCNC(CCOC1=C2C(N(C(C2=CC=C1)=O)C1C(NC(CC1)=O)=O)=O)=O)=O)C1=CC=CC=C1